C1(CCCC1)CNCC1=CC(=NC(=C1)C)N1C(C2=CC(=CC=C2C1)C1=C(C=C(C=C1)F)C1=NN=CN1C)=O 2-(4-(((Cyclopentylmethyl)amino)methyl)-6-methylpyridin-2-yl)-6-(4-fluoro-2-(4-methyl-4H-1,2,4-triazol-3-yl)phenyl)isoindolin-1-one